3-fluoro-N-(4-(4-fluorophenyl)pyridin-2-yl)benzamide FC=1C=C(C(=O)NC2=NC=CC(=C2)C2=CC=C(C=C2)F)C=CC1